1-((2-((tert-butoxycarbonyl)amino)ethyl)carbamoyl)cyclobutane-1-carboxylic acid C(C)(C)(C)OC(=O)NCCNC(=O)C1(CCC1)C(=O)O